BrC1=NC=2C=C3C(=CC2N=C1Br)C=1C=CC=C2C=CC=C3C12 9,10-dibromoacenaphtho[1,2-g]quinoxaline